6-(2,4-dimethyloxyphenyl)pyridine COC1=C(C=CC(=C1)OC)C1=CC=CC=N1